O1CC(C1)C1=NNC(=N1)C1CC2(CN(C2)C(=O)N2CC3(C2)CC(C3)CC3=NC=C(C=C3)C(F)(F)F)C1 [6-[3-(oxetan-3-yl)-1H-1,2,4-triazol-5-yl]-2-azaspiro[3.3]heptan-2-yl]-[6-[[5-(trifluoromethyl)-2-pyridyl]methyl]-2-azaspiro[3.3]heptan-2-yl]methanone